O=C1NC(CCC1N1C(C2=CC=C(C=C2C1=O)OCCOCCN(C([O-])=O)C1=NC=C(C=C1)C1=CC=C(C=C1)C=1SC2=C(N1)C=CC(=C2)N(C)C)=O)=O N-[2-[2-[2-[2,6-bis(oxo)piperidin-3-yl]-1,3-bis(oxo)isoindol-5-yl]oxyethoxy]ethyl]-N-[5-[4-[6-(dimethylamino)-1,3-benzothiazol-2-yl]phenyl]pyridin-2-yl]carbamate